rac-4-methylbenzenesulfonic acid (2,2-difluorocyclobutyl)methyl ester FC1([C@H](CC1)COS(=O)(=O)C1=CC=C(C=C1)C)F |r|